O=C(C(=O)OCC(F)(F)F)N1[C@H](CC[C@@H](C1)C)C1=CC2=CN(N=C2C=C1)C 2,2,2-trifluoroethyl 2-oxo-2-[(2R,5S)-5-methyl-2-(2-methylindazol-5-yl)-1-piperidyl]acetate